(4aS,8aR)-4-(6-chloro-5-methyl-pyridazin-3-yl)-6-ethyl-3,4a,5,7,8,8a-hexahydro-2H-pyrido[4,3-b][1,4]oxazine ClC1=C(C=C(N=N1)N1[C@@H]2[C@H](OCC1)CCN(C2)CC)C